1,6-Bis-(1-Methylpyrrolidinium-1-yl)hexan C[N+]1(CCCC1)CCCCCC[N+]1(CCCC1)C